allyl-2,2-dimethoxy-2-phenyl-acetophenone C(C=C)C1=C(C=CC=C1)C(C(C1=CC=CC=C1)(OC)OC)=O